(S)-3-(4-(7-chloro-3-(1-methylpiperidin-4-yl)-2-oxo-2,3-dihydro-1H-benzo[d]imidazol-1-yl)phenyl)-2-(tritylamino)propionic acid methyl ester COC([C@H](CC1=CC=C(C=C1)N1C(N(C2=C1C(=CC=C2)Cl)C2CCN(CC2)C)=O)NC(C2=CC=CC=C2)(C2=CC=CC=C2)C2=CC=CC=C2)=O